6-methoxy-6-((triethylsilyl)oxy)hexyl 2-(decylthio)hexanoate 6-methoxy-6-((triethylsilyl)oxy)hexyl-2-(decylthio)hexanoate COC(CCCCCOC(C(CCCC)SCCCCCCCCCC)=O)O[Si](CC)(CC)CC.C(CCCCCCCCC)SC(C(=O)OCCCCCC(O[Si](CC)(CC)CC)OC)CCCC